ClC=1C=C(C(=NC1)CC1CC2(CN(C2)C(=O)N2CC3(C2)NC(CC3)=O)C1)F 2-[6-[(5-chloro-3-fluoro-2-pyridinyl)methyl]-2-azaspiro[3.3]heptane-2-carbonyl]-2,5-diazaspiro[3.4]octan-6-one